ClC1=C(C=CC(=C1)F)CCCN([C@@H]1CC[C@H](CC1)C1=CC2=C(NC(O2)=O)C=C1)C 6-(trans-4-{[3-(2-Chloro-4-fluorophenyl)propyl]methylamino}-cyclohexyl)-3H-benzoxazol-2-one